FC1=C(C(=CC=C1)F)C=1NC=2C(C3=C(N1)C=CC(=C3)CC)=NNC2 2-(5-(2,6-difluorophenyl)-2,4-dihydrobenzo[d]pyrazolo[3,4-f][1,3]diazepin-9-yl)ethan